C(C)C(CN1C=[N+](C=C1)CCCCCCCC)CCCC 1-(2-ethylhexyl)-3-octylimidazolium